2-[[4-[6-[(4-cyano-2-fluoro-phenyl)methoxy]-2-pyridyl]-2,5-difluoro-phenyl]methyl]-3-[4-methoxy-4-methyl-tetrahydrofuran-3-yl]benzimidazole-5-carboxylic acid C(#N)C1=CC(=C(C=C1)COC1=CC=CC(=N1)C1=CC(=C(C=C1F)CC=1N(C2=C(N1)C=CC(=C2)C(=O)O)C2COCC2(C)OC)F)F